Perhydro-Biphenyl C1(CCCCC1)C1CCCCC1